(S)-2-(4-bromophenylsulphonamido)-N-(4-fluorophenylethyl)-3-(1H-indol-3-yl)propanamide BrC1=CC=C(C=C1)S(=O)(=O)N[C@H](C(=O)NCCC1=CC=C(C=C1)F)CC1=CNC2=CC=CC=C12